CO[Si](CCCNCCC[Si](O[Si](O[Si](O[Si](O[Si](C=C)(C)C)(C)C)(C)C)(C)C)(OC)OC)(OC)OC 1-(3-trimethoxysilylpropylaminopropyl)-1,1-dimethoxy-3,3,5,5,7,7,9,9-octamethyl-9-vinylpentasiloxane